(2-bromo-6-methoxybenzo[d]thiazol-4-yl)(phenyl)methanol BrC=1SC2=C(N1)C(=CC(=C2)OC)C(O)C2=CC=CC=C2